6-bromo-N-(2,2-difluorobenzo[d][1,3]dioxol-5-yl)-[1,2,4]triazolo[1,5-a]pyrazin-8-amine BrC=1N=C(C=2N(C1)N=CN2)NC2=CC1=C(OC(O1)(F)F)C=C2